Ethyl (4-(2,3-difluoro-4-(4-pentylcyclohexyl)phenoxy)butyl)phosphonochloridate FC1=C(OCCCCP(OCC)(=O)Cl)C=CC(=C1F)C1CCC(CC1)CCCCC